4-([1,1'-biphenyl]-4-ylmethoxy)phenyl sulfurofluoridate S(OC1=CC=C(C=C1)OCC1=CC=C(C=C1)C1=CC=CC=C1)(=O)(=O)F